FC=1C=C2C(=C(NC2=C(C1)F)C1=CC=C(C=C1)F)C(C(C)(F)F)N [5,7-difluoro-2-(4-fluorophenyl)-1H-indol-3-yl]-2,2-difluoro-propan-1-amine